OC=1C=C(C(=O)O[C@H]2[C@H](OC3=C(C2)C(=CC(=C3)O)O)C3=CC(=C(C(=C3)O)O)O)C=C(C1O)O (2r,3r)-5,7-dihydroxy-2-(3,4,5-trihydroxyphenyl)-3,4-dihydro-2H-1-benzopyran-3-yl 3,4,5-trihydroxybenzoate